3-((5-(aminomethyl)-1-n-propyl-1H-benzo[d]imidazol-2-yl)methyl)-1-cyclopropyl-5-fluoro-1,3-dihydro-2H-benzo[d]imidazol-2-one NCC1=CC2=C(N(C(=N2)CN2C(N(C3=C2C=C(C=C3)F)C3CC3)=O)CCC)C=C1